NC1=CC(=NC=2N1N=C(C2)C=2OC=CC2)NCCCC2=CC=C(C=C2)NS(=O)(=O)C=2C=C(C(=C(C(=O)N)C2)O)Cl 5-(N-(4-(3-((7-amino-2-(furan-2-yl)pyrazolo[1,5-a]pyrimidin-5-yl)amino)propyl)phenyl)sulfamoyl)-3-chloro-2-hydroxybenzamide